tert-Butyl 4-(4-nitro-1H-indol-1-yl)piperidine-1-carboxylate [N+](=O)([O-])C1=C2C=CN(C2=CC=C1)C1CCN(CC1)C(=O)OC(C)(C)C